N-(3,3'',5',5''-tetra-tert-butyl-1,1':3',1''-terphenyl-5-yl)-N-phenyl-9,9-dimethyl-9H-fluoren-2-amine C(C)(C)(C)C=1C=C(C=C(C1)N(C1=CC=2C(C3=CC=CC=C3C2C=C1)(C)C)C1=CC=CC=C1)C1=CC(=CC(=C1)C(C)(C)C)C1=CC(=CC(=C1)C(C)(C)C)C(C)(C)C